tert-butyl 4-[4-(5-amino-1H-pyrazol-3-yl)-3-methoxy-phenyl]-4-fluoro-piperidine-1-carboxylate NC1=CC(=NN1)C1=C(C=C(C=C1)C1(CCN(CC1)C(=O)OC(C)(C)C)F)OC